CN(N(C(=O)N)CCCCCCN(N(C)C)C(=O)N)C hexamethylene-bis(N,N-dimethyl-semicarbazide)